(3,4-Dimethoxyphenyl)-N2-(4-methoxyphenyl)-N4-(piperidin-4-yl)pyrimidine-2,4-diamine COC=1C=C(C=CC1OC)C=1C(=NC(=NC1)NC1=CC=C(C=C1)OC)NC1CCNCC1